C(C)NC=1SC2C(N1)C(C(C(O2)CO)O)O 2-(ethylamino)-3a,6,7,7a-tetrahydro-5-(hydroxymethyl)-5H-Pyrano[3,2-d]thiazole-6,7-diol